N-((1R,2S)-8'-cyclopropyl-2-methyl-4'H-spiro[cyclopropane-1,5'-naphtho[2,1-d]isoxazol]-3'-yl)-4-(4-ethylpiperazine-1-carbonyl)-2,6-dimethoxybenzenesulfonamide C1(CC1)C1=CC=C2[C@]3(CC=4C(=NOC4C2=C1)NS(=O)(=O)C1=C(C=C(C=C1OC)C(=O)N1CCN(CC1)CC)OC)[C@H](C3)C